5-((2R,4S)-2-(2-(2-aminoethoxy)-5-fluorophenyl)-4-fluoropyrrolidin-1-yl)pyrazolo[1,5-a]pyrimidine-3-carboxylic acid NCCOC1=C(C=C(C=C1)F)[C@@H]1N(C[C@H](C1)F)C1=NC=2N(C=C1)N=CC2C(=O)O